5-cyano-1-(pyridin-2-yl)pyrrole-3-carboxylic acid C(#N)C1=CC(=CN1C1=NC=CC=C1)C(=O)O